OC[C@]1([C@@H](N(C=2N=C(N=CC21)NC2=CC(=C(C=C2)C2CCN(CC2)C)C)C2=CC=CC(=N2)N=S(=O)(C)C)C)C ((6-((5R,6S)-5-(hydroxymethyl)-5,6-dimethyl-2-((3-methyl-4-(1-methylpiperidin-4-yl)phenyl)amino)-5,6-dihydro-7H-pyrrolo[2,3-d]pyrimidin-7-yl)pyridin-2-yl)imino)dimethyl-λ6-sulfanone